CC=1SC(=C(N1)C)C(C)=O 2,4-dimethyl-5-acetylthiazole